COC(C)C1=NC=CC=C1 2-(1-methoxyethyl)pyridin